propyl 3-{[2-(4-chlorophenyl) imidazo[1,2-a]pyrimidin-3-yl] methyl}-3,8-diazabicyclo[3.2.1]octane-8-carboxylate ClC1=CC=C(C=C1)C=1N=C2N(C=CC=N2)C1CN1CC2CCC(C1)N2C(=O)OCCC